1'-(tetrahydro-2H-pyran-2-yl)-1'H-1,4'-bipyrazole O1C(CCCC1)N1N=CC(=C1)N1N=CC=C1